2-(4-fluorophenyl)thiazole FC1=CC=C(C=C1)C=1SC=CN1